(3-chloro-4-fluorophenyl)(4-(methoxymethyl)-1-((2-(trimethylsilyl)ethoxy)methyl)-1H-imidazol-2-yl)methyl diisopropylcarbamate C(C)(C)N(C(OC(C=1N(C=C(N1)COC)COCC[Si](C)(C)C)C1=CC(=C(C=C1)F)Cl)=O)C(C)C